tert-butyl N-(R-2-chloro-propyl)-2-aminoacetate Cl[C@@H](CNCC(=O)OC(C)(C)C)C